2-(2,4-dioxotetrahydropyrimidin-1(2H)-yl)-5-((4-(phenyl(pyridin-4-yl)methyl)piperazin-1-yl)methyl)isoindoline-1,3-dione O=C1N(CCC(N1)=O)N1C(C2=CC=C(C=C2C1=O)CN1CCN(CC1)C(C1=CC=NC=C1)C1=CC=CC=C1)=O